(S)-N-(3-((2,3-dihydroxypropyl)amino)-4-fluorobenzyl)-6'-fluoro-1'-methyl-4'-oxo-3',4'-dihydro-1'H-spiro[piperidine-4,2'-quinoline]-1-carboxamide O[C@@H](CNC=1C=C(CNC(=O)N2CCC3(N(C4=CC=C(C=C4C(C3)=O)F)C)CC2)C=CC1F)CO